O=C1NC(CCC1N1CC2=CC(=CC=C2C1)F)=O 2-(2,6-dioxopiperidin-3-yl)-6-fluoroisoindoline